2,4-Dimethylvaleronitrile CC(C#N)CC(C)C